C1(CCC1)C(C(=O)OC)OCC1=CC=C(C=C1)C(F)(F)F methyl 2-cyclobutyl-2-((4-(trifluoromethyl)benzyl)oxy)acetate